1,3-dioxiran O1CO1